C(C)OP(OCC)(=O)C(C(OC(C(OC(=C(F)F)F)(F)F)(C(F)(F)F)F)(F)F)(F)F 1,1,2,2,4,5,5,7,8,8-decafluoro-4-trifluoromethyl-3,6-dioxa-7-octenephosphonic acid diethyl ester